NC1=NC=NN2C1=C(N=C2C(C)C)C2=CC=C(CC=1C(=C(C(=O)N)C=CC1)S(=O)(=O)C)C=C2 (4-(4-amino-7-isopropylimidazo[5,1-f][1,2,4]triazin-5-yl)benzyl)-2-(methylsulfonyl)benzamide